Cl.NC1=NC=C(C=C1C#N)C=1C=C2N(N1)CC[C@]21CNCC1 2-amino-5-[(3R)-5',6'-dihydrospiro[pyrrolidine-3,4'-pyrrolo[1,2-b]pyrazol]-2'-yl]pyridine-3-carbonitrile hydrogen chloride